7-chloro-1-(2-cyclobutyl-6-(methylsulfonyl)phenyl)-6-fluoropyrido[2,3-d]pyrimidine-2,4(1H,3H)-dione ClC=1C(=CC2=C(N(C(NC2=O)=O)C2=C(C=CC=C2S(=O)(=O)C)C2CCC2)N1)F